potassium methanethiolate C[S-].[K+]